BrC1=C(C(=CC(=C1)Cl)Cl)C 1-Bromo-3,5-dichloro-2-methyl-benzene